N1C=CC=2C(=NC=CC21)N 1H-pyrrolo[3,2-c]pyridin-4-amine